FC1=CC=C(C=C1)C1=NN(C=C1C=1C2=C(N=CN1)OC(=C2)C=2CCNCC2)C2CS(C2)(=O)=O 3-(3-(4-fluorophenyl)-4-(6-(1,2,3,6-tetrahydropyridin-4-yl)furo[2,3-d]pyrimidin-4-yl)-1H-pyrazol-1-yl)thietane 1,1-dioxide